FC1=CC=C(C=C1)C1(CC1)CN1N=C2N(CCCC2)C1=O (5RS)-2-{[1-(4-Fluorophenyl)cyclopropyl]methyl}-3-oxo-2,3,5,6,7,8-hexahydro[1,2,4]triazolo[4,3-a]pyridin